N2,N3-bis(2-(trifluoromethoxy)phenyl)pyrazine-2,3-diamine FC(OC1=C(C=CC=C1)NC1=NC=CN=C1NC1=C(C=CC=C1)OC(F)(F)F)(F)F